(S)-3-((S)-sec-butyl)-7-fluoro-4-((S)-3-hydroxypyrrolidine-1-carbonyl)-1,3,4,5-tetrahydro-2H-benzo[e][1,4]diazepin-2-one [C@H](C)(CC)[C@@H]1N(CC2=C(NC1=O)C=CC(=C2)F)C(=O)N2C[C@H](CC2)O